4-(8-(2-hydroxyphenoxy)octyl)morpholine OC1=C(OCCCCCCCCN2CCOCC2)C=CC=C1